FC=1C=C(C=CC1C1=NOC(=N1)C(F)(F)F)CNC1=CC=C2C=CN=CC2=C1 N-({3-fluoro-4-[5-(trifluoromethyl)-1,2,4-oxadiazol-3-yl]phenyl}methyl)isoquinolin-7-amine